ClC=1C=C(CN2C(=NC3=C2NC(CN3)C=3C2=C(C(N(C3)C)=O)NC=C2)C)C=CC1C(F)(F)F 4-(1-(3-Chloro-4-trifluoromethylbenzyl)-2-methyl-1H-imidazo[4,5-b]piperazin-6-yl)-6-methyl-1H-pyrrolo[2,3-c]pyridin-7(6H)-one